3,6,9,12,15,18-hexaoxadocosan-1-ol C(COCCOCCOCCOCCOCCOCCCC)O